CC(=C)\C=C\C (E)-2-Methyl-1,3-pentadiene